3-(((1-(5-(3-chloro-4-(cyclopentyloxy)phenyl)-1,2,4-oxadiazol-3-yl)-1H-indole-5-yl)methyl)(methyl)amino)propionic acid ClC=1C=C(C=CC1OC1CCCC1)C1=NC(=NO1)N1C=CC2=CC(=CC=C12)CN(CCC(=O)O)C